FC1=C(C=CC=C1)SC([2H])([2H])[2H] (2-fluorophenyl)(methyl-d3)sulfane